C(C)OC(=O)C1=C(C2=C(S1)C=CC=C2C2CC2)COC2=C(C=C(C=C2F)C(N)=O)F 3-((4-carbamoyl-2,6-difluorophenoxy)methyl)-4-cyclopropylbenzo[b]thiophene-2-carboxylic acid ethyl ester